OC1=NC(=CC(=C1)N)N 2-hydroxy-4,6-diaminopyridine